ClC(Cl)(Cl)S (trichloromethyl)sulfane